1-[4-(4-Hydroxypiperidin-1-yl)phenyl]-3-(4-methoxyphenyl)prop-2-en-1-one OC1CCN(CC1)C1=CC=C(C=C1)C(C=CC1=CC=C(C=C1)OC)=O